C(C(C)C)(=O)[C@@]1([C@H](O)[C@H](O)[C@@H](CO)O1)N1C(=O)N=C(NO)C=C1 isobutyryl-N4-hydroxycytidine